N1=C(C=CC=C1)C=1C=C(C#N)C=CC1 3-(2-Pyridyl)benzonitril